4-(2-phenylpropan-2-yl)aniline C1(=CC=CC=C1)C(C)(C)C1=CC=C(N)C=C1